N1=CC(=CC=C1NC(CCC(=O)N1C=2N(C[C@@H](C1)C)N=C(C2)C)=O)C=2C=NC=CC2 (R)-N-([3,3'-bipyridin]-6-yl)-4-(2,6-dimethyl-6,7-dihydropyrazolo[1,5-a]pyrimidin-4(5H)-yl)-4-oxobutanamide